2-(5-(2-fluorophenyl)-4-(4-isobutyryl-4,7-diazaspiro[2.5]octan-7-yl)-7H-pyrrolo[2,3-d]pyrimidin-7-yl)isonicotinonitrile FC1=C(C=CC=C1)C1=CN(C=2N=CN=C(C21)N2CCN(C1(CC1)C2)C(C(C)C)=O)C=2C=C(C#N)C=CN2